diallylethane C(C=C)C(C)CC=C